3-(4-((4-((adamantan-1-yl)amino)butyl)thio)-7-fluoro-1-oxoisoindolin-2-yl)piperidine-2,6-dione C12(CC3CC(CC(C1)C3)C2)NCCCCSC2=C3CN(C(C3=C(C=C2)F)=O)C2C(NC(CC2)=O)=O